C(=O)C1=COC2=CC=CC(=C2C1=O)OC 3-FORMYL-5-METHOXYCHROMONE